FMOC(9-chlorofluoromethyl-fluorene) C(=O)(OCC1C2=CC=CC=C2C2=CC=CC=C12)C1=C(C=2C(C3=CC=CC=C3C2C=C1)Cl)CF